4-cyclopropyl-N-((1S)-2-((4-(2-methoxy-1-(4,4,4-trifluorobutanamido)ethyl)pyridin-2-yl)amino)-1-((1r,4S)-4-methylcyclohexyl)-2-oxoethyl)-1,2,5-oxadiazole-3-carboxamide C1(CC1)C=1C(=NON1)C(=O)N[C@H](C(=O)NC1=NC=CC(=C1)C(COC)NC(CCC(F)(F)F)=O)C1CCC(CC1)C